ClC=1C(N(N=CC1CO)CC1=NC(=NO1)C[C@H](O)C1=CC=C(C=C1)Cl)=O (S)-4-chloro-2-((3-(2-(4-chlorophenyl)-2-hydroxyethyl)-1,2,4-oxadiazol-5-yl)methyl)-5-(hydroxymethyl)pyridazin-3(2H)-one